tert-butyl ((6-(2-chloro-3-(3-chloro-2-(3-formyl-5-methoxyphenyl)pyridin-4-yl)phenyl)-2-methoxypyridin-3-yl)methyl)(methyl)carbamate ClC1=C(C=CC=C1C1=C(C(=NC=C1)C1=CC(=CC(=C1)OC)C=O)Cl)C1=CC=C(C(=N1)OC)CN(C(OC(C)(C)C)=O)C